phenyl-4-butanoic acid C1(=CC=CC=C1)CCCC(=O)O